CC1=CC(=CC=C1)C2CN(CCC3=C(C(=C(C=C23)O)O)Cl)CC=C.Br The molecule is a hydrobromide salt prepared from N-allyl-6-chloro-1-(3-methylphenyl)-2,3,4,5-tetrahydro-3-benzazepine-7,8-diol and one equivalent of hydrogen bromide. High affinity, selective dopamine D1-like receptor agonist. Ki values are 3.2, 3.1, 186, 66, 335, 1167, 1251 and 1385 nM at recombinant D1, D5, D2, D3, D4, 5-HT2A, alpha1A and alpha1B receptors respectively. Stimulates adenylyl cyclase (EC50 = 65 nM) but not phosphoinositide hydrolysis. Induces extreme arousal and hyperlocomotion following subcutaneous administration in monkeys. It has a role as a dopamine agonist and a prodrug. It contains a N-allyl-6-chloro-1-(3-methylphenyl)-2,3,4,5-tetrahydro-3-benzazepinium-7,8-diol(1+).